C(C=C)(=O)OCCCCC[Si](OC)(OC)CCC acryloyloxypentylpropyldimethoxysilane